4-[4-(1-ethyl-3-methyl-1H-pyrazol-4-yl)-1-methyl-1H-imidazol-2-yl]-1-methyl-1H-pyrazolo[4,3-c]pyridine-6-carboxamide C(C)N1N=C(C(=C1)C=1N=C(N(C1)C)C1=NC(=CC2=C1C=NN2C)C(=O)N)C